2-[5-[(2-Amino-3-pyridyl)sulfonylcarbamoyl]-6-[(4S)-2,2,4-trimethylpyrrolidin-1-yl]-2-pyridyl]indol NC1=NC=CC=C1S(=O)(=O)NC(=O)C=1C=CC(=NC1N1C(C[C@@H](C1)C)(C)C)C=1NC2=CC=CC=C2C1